2-[4-(dihydroxyphosphoryl)-2-oxetanyl]-acrylic acid OP(=O)(O)C1CC(O1)C(C(=O)O)=C